F[B-](F)(F)F.C[N+](=C(ON1N=NC2=C1C=CC=C2)N(C)C)C N,N,N',N'-tetramethyl-O-(benzotriazole-1-yl)uronium tetrafluoroborate